tert-butyl 4-[6-[1-[3-(tert-butoxycarbonylamino)propyl]triazol-4-yl]-3-chloro-2-quinolyl]piperazine-1-carboxylate C(C)(C)(C)OC(=O)NCCCN1N=NC(=C1)C=1C=C2C=C(C(=NC2=CC1)N1CCN(CC1)C(=O)OC(C)(C)C)Cl